1-(1-(4-Acetylpyridin-2-yl)piperidin-4-yl)-3-(pyridin-3-yl)thiourea C(C)(=O)C1=CC(=NC=C1)N1CCC(CC1)NC(=S)NC=1C=NC=CC1